3-bromothieno[3,2-c]pyridine BrC1=CSC2=C1C=NC=C2